NC1=C2N=C(N(C2=NC=N1)CCCS(=O)(=O)NC)SC=1C=C2C(CCC2=CC1I)=O 3-(6-amino-8-((6-iodo-3-oxo-2,3-dihydro-1H-inden-5-yl)thio)-9H-purin-9-yl)-N-methylpropane-1-sulfonamide